(3-chlorophenyl)boric acid ClC=1C=C(C=CC1)OB(O)O